C(C)C(CN1C(=C(C(C=C1)=O)CO)C)CCCC N-(2-ethylhexyl)-2-methyl-3-hydroxymethylpyridin-4-one